COC=1C=C(C(=O)N(C(C#C)=O)CCCOC=2C(=C(C(=O)[O-])C=CC2)NC(C#C)=O)C=CC1 3-(3-methoxy-N-propioloylbenzamido)propoxy-2-propiolamidobenzoate